C[C@@H]1N([C@@H](CCC1)C1=CC=CC=C1)C(C(=O)NC1=NC=CC=C1C(=O)N)=O [[2-[(2S,6S)-2-methyl-6-phenyl-1-piperidyl]-2-oxo-acetyl]amino]pyridine-3-carboxamide